(±)-(E)-5-ethyl-13-methyl-9-methylenetetradeca-3,12-dien-2-one C(C)[C@@H](/C=C/C(C)=O)CCCC(CCC=C(C)C)=C |r|